CC1=C(C=CC(=C1)C(F)(F)F)CC1CCN(CC1)C(=O)N1C[C@@H]2[C@@H](OCC(N2)=O)CC1 (4aR,8aS)-6-[4-[[2-Methyl-4-(trifluoromethyl)phenyl]methyl]piperidine-1-carbonyl]-4,4a,5,7,8,8a-hexahydropyrido[4,3-b][1,4]oxazin-3-one